O1CCN(CC1)C=1C2=C(N=C(N1)NC1=CC(=NN1)C1=CC=CC=C1)C=C(O2)C(=O)N 4-morpholino-2-((3-phenyl-1H-pyrazol-5-yl)amino)furo[3,2-d]pyrimidine-6-carboxamide